N(N)C=1C=C2C=C(C=C(C2=CC1)S(=O)(=O)O)S(=O)(=O)O 6-hydrazinonaphthalene-1,3-disulfonic acid